C1=CC(=CC=2C3=CC=CC=C3NC12)COC=1C=CC(=C(OCC=2C=C(C#N)C=CC2)C1)CNCCO 3-{5-(9H-carbazol-3-ylmethoxy)-2-[(2-hydroxy-ethylamino)methyl]phenoxymethyl}benzonitrile